C(C)(C)N(C(C)C)CC(CCCC)CC N,N-Diisopropyl-2-ethylhexylamine